Ethyl 2-(1,4-dioxa-8-azaspiro[4.5]decan-8-yl)spiro[3.5]nonane-7-carboxylate O1CCOC12CCN(CC2)C2CC1(C2)CCC(CC1)C(=O)OCC